4-[(3-chlorophenyl)methyl]-N-[[(3S)-2,3-dihydro-1,4-benzodioxin-3-yl]methyl]-3-oxidanylidene-1,4-benzothiazine-6-carboxamide ClC=1C=C(C=CC1)CN1C(CSC2=C1C=C(C=C2)C(=O)NC[C@@H]2OC1=C(OC2)C=CC=C1)=O